C1(CC1)N1C(N(C2=C(C1=O)C(=C(C(N2C)=O)C)OC=2C=C(C=CC2)NS(=O)(=N)C)C2=C(C=C(C=C2)I)F)=O N-(3-{[3-cyclopropyl-1-(2-fluoro-4-iodophenyl)-6,8-dimethyl-2,4,7-trioxopyrido[2,3-d]pyrimidin-5-yl]oxy}phenyl)methanesulfonoimidamide